C(C)(=O)NCCCCC(C(=O)OC(C)(C)C)N tert-Butyl 6-acetamido-2-aminohexanoate